FC=1C=C(C(=O)NC2C(C2)C2=CC=CC=C2)C=C(C1O)C=O 3-fluoro-5-formyl-4-hydroxy-N-(2-phenylcyclopropyl)benzamide